COC1=C(C=C2CCN(CC2=C1)C(=O)OC(C)(C)C)N 7-methoxy-6-amino-2-N-t-butoxycarbonyl-1,2,3,4-tetrahydroisoquinoline